tert-butyl 3-{[2-(2,6-dioxopiperidin-3-yl)-1,3-dioxo-2,3-dihydro-1H-isoindol-4-yl] amino}azetidine-1-carboxylate O=C1NC(CCC1N1C(C2=CC=CC(=C2C1=O)NC1CN(C1)C(=O)OC(C)(C)C)=O)=O